1-(3-[18F]-fluoro-2-hydroxypropyl)-2-nitroimidazole [18F]CC(CN1C(=NC=C1)[N+](=O)[O-])O